N-cyclopropyl-2-(4-cyclopropyl-6-methoxypyrimidin-5-yl)-N-(4-(1-isopropyl-4-(trifluoromethyl)-1H-imidazol-2-yl)benzyl)-8-methyl-7H-purin-6-amine C1(CC1)N(C1=C2NC(=NC2=NC(=N1)C=1C(=NC=NC1OC)C1CC1)C)CC1=CC=C(C=C1)C=1N(C=C(N1)C(F)(F)F)C(C)C